BrC=1C=C(C(=C(COCCCO)C1)C=1C=C2C(=CN1)NN=C2I)F 3-((5-bromo-3-fluoro-2-(3-iodo-1H-pyrazolo[3,4-c]pyridin-5-yl)benzyl)oxy)propan-1-ol